9-fluoro-10-hydroxy-3-methyl-6-((((S)-1-(6-methylpyridin-3-yl)piperidin-3-yl)((2-methylpyridin-4-yl)methyl)amino)methyl)-2,3-dihydro-7H-[1,4]oxazino[2,3,4-ij]quinolin-7-one FC=1C=C2C(C(=CN3C2=C(C1O)OCC3C)CN(CC3=CC(=NC=C3)C)[C@@H]3CN(CCC3)C=3C=NC(=CC3)C)=O